1,1,1,2-tetrachloro-2-fluoroethane ClC(C(F)Cl)(Cl)Cl